CC1(OB(OC1(C)C)C=1C=CC=2N(C1)C=NN2)C 6-(4,4,5,5-tetramethyl-1,3,2-dioxaborolan-2-yl)-[1,2,4]triazolo[4,3-a]pyridine